(R)-3-(4'-fluoro-3-hydroxy-[1,1'-biphenyl]-4-yl)-4-methyl-6-((1-methylpiperidin-3-yl)amino)-1,2,4-triazine-5(4H)-one FC1=CC=C(C=C1)C1=CC(=C(C=C1)C1=NN=C(C(N1C)=O)N[C@H]1CN(CCC1)C)O